COC1=CC2=C(N=C(S2)CNC(=O)C2(CC3=CC=CC=C3C2)CC(=O)OC(C)(C)C)C=C1OCC1CCN(CC1)C tert-butyl 2-[2-[[6-methoxy-5-[(1-methyl-4-piperidyl)methoxy]-1,3-benzothiazol-2-yl]methylcarbamoyl]indan-2-yl]acetate